tert-butyl 4-((2S)-2-((tert-butyldimethyl silyl)oxy)-1-hydroxypropyl)-4-(hydroxymethyl)piperidine-1-carboxylate [Si](C)(C)(C(C)(C)C)O[C@H](C(O)C1(CCN(CC1)C(=O)OC(C)(C)C)CO)C